FC(OC=1C=CC=C2CNC(C12)=O)(F)F 7-trifluoromethoxy-1-isoindolinone